OC1=C(C=CC=C1)C1=CC=C(S1)C(=O)NCCC1=CC=CC=C1 5-(2-hydroxyphenyl)-N-phenethylthiophene-2-carboxamide